(S)-2-((3-(2-methyl-3-(1,4-benzodioxane-6-yl)anilino)-1-methylindazol-6-ylidene)amino)-propionic acid CC1=C(NC=2NN(C3=CC(C=CC23)=N[C@H](C(=O)O)C)C)C=CC=C1C1=CC2=C(OCCO2)C=C1